(4-(3-amino-6-(1-isobutyrylpiperidin-4-yl)-1H-indazol-4-yl)phenyl)-5-(4-fluorophenyl)-4-hydroxynicotinamide NC1=NNC2=CC(=CC(=C12)C1=CC=C(C=C1)C1=C(C(=O)N)C(=C(C=N1)C1=CC=C(C=C1)F)O)C1CCN(CC1)C(C(C)C)=O